ClC12C(OC3=C1C=C(C=C3)C(F)(F)F)(C3=C(C=CC=C3C2=O)[N+](=O)[O-])O 9b-Chloro-4b-hydroxy-4-nitro-8-(trifluoromethyl)-4b,9b-dihydro-10H-indeno[1,2-b]benzofuran-10-one